1-benzyl-5-(2-bromophenyl)-N-(3-(3-bromophenyl)-1-(methylamino)-1-oxopropan-2-yl)-1H-pyrazole-3-carboxamide C(C1=CC=CC=C1)N1N=C(C=C1C1=C(C=CC=C1)Br)C(=O)NC(C(=O)NC)CC1=CC(=CC=C1)Br